Silicon-Vanadium [V].[Si]